dioxoanthracene-2-carboxylic acid O=C1C(C(C2=CC3=CC=CC=C3C=C2C1)=O)C(=O)O